7-chloro-4-((2-(3-(5-(difluoromethyl)-6-oxo-1,6-dihydropyridazin-4-yl)propyl)-2-azaspiro[3.3]heptan-6-yl)methyl)-2-methylisoindolin-1-one ClC=1C=CC(=C2CN(C(C12)=O)C)CC1CC2(CN(C2)CCCC=2C=NNC(C2C(F)F)=O)C1